N-(1-(3,5-difluoro-4-formylphenyl)-2-oxo-1,2-dihydropyrimidin-4-yl)piperazine-1-carboxamide trifluoroacetate salt FC(C(=O)O)(F)F.FC=1C=C(C=C(C1C=O)F)N1C(N=C(C=C1)NC(=O)N1CCNCC1)=O